BrC1COC2=C(O1)C=C1C=CC3(C1=C2)CCC(CC3)(C(=O)O)NC3=CC(=CC=C3)Cl bromo-4-(3-chloroanilino)-2',3'-dihydrospiro[cyclohexane-1,6'-indeno[5,6-b][1,4]dioxine]-4-carboxylic acid